(S)-N-(6-(1-acetyl-1,2,3,6-tetrahydropyridin-4-yl)benzo[d]thiazol-2-yl)-1-cyanopyrrolidine-3-carboxamide C(C)(=O)N1CCC(=CC1)C1=CC2=C(N=C(S2)NC(=O)[C@@H]2CN(CC2)C#N)C=C1